BrCCN(CC)CC 2-bromo-N,N-diethylethylamine